C(C)(=O)N1CC[C@@H]2N(C([C@H](C1)NC(=O)C=1NC3=CC=C(C=C3C1)C(F)(F)P(O)(O)=O)=O)[C@@H](CC2)C(=O)N2CC1=CC=CC=C1CC2 ((2-(((5S,8S,10aR)-3-acetyl-6-oxo-8-(1,2,3,4-tetrahydroisoquinoline-2-carbonyl)decahydropyrrolo[1,2-a][1,5]diazocin-5-yl)carbamoyl)-1H-indol-5-yl)difluoromethyl)phosphonic acid